tert-Butyl 4-((2R,3R)-2-methyl-1-(6-(1-oxo-8-azaspiro[4.5]decan-8-yl)-2-(trifluoromethyl)pyrimidin-4-yl)azetidin-3-yl)piperazine-1-carboxylate C[C@H]1N(C[C@H]1N1CCN(CC1)C(=O)OC(C)(C)C)C1=NC(=NC(=C1)N1CCC2(CCCC2=O)CC1)C(F)(F)F